ClC1=CC(=C(OCC2=CC=C3CCN(CC3=C2)C(=O)OC(C)(C)C)C=C1)F tert-butyl 7-((4-chloro-2-fluorophenoxy) methyl)-3,4-dihydroisoquinoline-2(1H)-carboxylate